2-n-heptyl-2-oxazolin C(CCCCCC)C=1OCCN1